ClC1=C(N=C(NC1=O)C1=C(N=CS1)C)N1CCNCC1 5-chloro-2-(4-methylthiazol-5-yl)-4-piperazin-1-yl-1H-pyrimidin-6-one